C(C)(=O)OC1=CC=C2C(=C(C(OC2=C1)=O)C1=CC(=C(C=C1)C)C)C1=CC=C(C=C1)[N+](=O)[O-] 3-(3,4-dimethylphenyl)-4-(4-nitrophenyl)-2-oxo-2H-chromen-7-yl acetate